tert-butyl 4-[2-[2-[2-(p-tolylsulfonyloxy)ethoxy]ethoxy]ethoxy]piperidine-1-carboxylate C1(=CC=C(C=C1)S(=O)(=O)OCCOCCOCCOC1CCN(CC1)C(=O)OC(C)(C)C)C